C(=O)O.NC1CN(C1)C(CNC(C1=C(C=C(C=C1)NC=1C=2N(C=CN1)C(=CN2)C=2C(=NN(C2)CC#N)C(F)(F)F)Cl)=O)=O N-[2-(3-aminoazetidin-1-yl)-2-oxo-ethyl]-2-chloro-4-[[3-[1-(cyanomethyl)-3-(trifluoromethyl)pyrazol-4-yl]imidazo[1,2-a]pyrazin-8-yl]amino]benzamide formate